C(C=C)(=O)NC1=C(C(=O)NC2=NNC(=C2)CCC2=CC(=CC(=C2)OC)OC)C(=CC=C1)F 2-acrylamido-N-(5-(3,5-dimethoxyphenethyl)-1H-pyrazol-3-yl)-6-fluorobenzamide